N-Bocglutamic acid C(=O)(OC(C)(C)C)N[C@@H](CCC(=O)O)C(=O)O